5-chloro-2-methyl-N-((1r,4r)-4-((2-oxo-3-(3-(trifluoro-methyl)pyridin-4-yl)-2,3-dihydro-1H-benzo[d]imidazol-1-yl)methyl)cyclohexyl)nicotinamide ClC=1C=NC(=C(C(=O)NC2CCC(CC2)CN2C(N(C3=C2C=CC=C3)C3=C(C=NC=C3)C(F)(F)F)=O)C1)C